ClC1=CC(=C(CN2C(CC(CC2)CO)CO)C=C1Cl)O (1-(4,5-dichloro-2-hydroxybenzyl)piperidine-2,4-diyl)dimethanol